C(=O)O.N[C@H]1[C@@H](CC=C[C@@H]1O)C1=C(C2=NC(=CC(=C2S1)NCC=1SC=CC1)Cl)Br (1s,5r,6s)-6-amino-5-(3-bromo-5-chloro-7-((thiophen-2-ylmethyl)amino)thieno[3,2-b]pyridin-2-yl)cyclohex-2-en-1-ol formate salt